tert-Butyl 2-benzyl-3-oxo-2,5-diazaspiro[3.4]octane-5-carboxylate C(C1=CC=CC=C1)N1CC2(C1=O)N(CCC2)C(=O)OC(C)(C)C